potassium 1,2-bis(ethyloxycarbonyl)-1-ethanesulfonate Tert-butyl-4-(5-(4'-acetamido-3'-fluoro-2-methoxy-[1,1'-biphenyl]-3-yl)-4H-1,2,4-triazol-3-yl)piperazine-1-carboxylate C(C)(C)(C)OC(=O)N1CCN(CC1)C1=NN=C(N1)C=1C(=C(C=CC1)C1=CC(=C(C=C1)NC(C)=O)F)OC.C(C)OC(=O)C(CC(=O)OCC)S(=O)(=O)[O-].[K+]